3',5'-bis(1,2,2-triphenylvinyl)-[1,1'-biphenyl]-4-carboxylic acid ethyl ester C(C)OC(=O)C1=CC=C(C=C1)C1=CC(=CC(=C1)C(=C(C1=CC=CC=C1)C1=CC=CC=C1)C1=CC=CC=C1)C(=C(C1=CC=CC=C1)C1=CC=CC=C1)C1=CC=CC=C1